C(=O)(O)CCSCCN S-(2-carboxyethyl)cysteamine